[C@@H]12OC[C@@H](N(C1)C1CCN(CC1)C1=C(C=C(C(=C1)OC)NC1=NC=NC(=C1)N1OCC[C@@H]1C1=CC(=CC=C1)Cl)NC(C=C)=O)C2 N-(2-(4-((1S,4S)-2-oxa-5-azabicyclo[2.2.1]heptane-5-yl)piperidine-1-yl)-5-((6-((R)-3-(3-chlorophenyl)isoxazolidine-2-yl)pyrimidine-4-yl)amino)-4-methoxyphenyl)acrylamide